B(O)(O)C1=C2C=NNC2=CC=C1C 4-borono-5-methyl-1h-indazole